5-Methyl-2-(morpholinomethyl)-1H-indole-6-carboxylic acid CC=1C=C2C=C(NC2=CC1C(=O)O)CN1CCOCC1